2-(pyridazine-4-yl)-1,3-oxaazole-4-carboxyamide trihydrochloride Cl.Cl.Cl.N1=NC=C(C=C1)C=1OC=C(N1)CC(=O)N